C(C1=CC=CC=C1)OC=1C=C2C(=C(N(C2=CC1)CC1=CC=C(CCNC2CC2)C=C1)C1=C(C=C(C=C1)F)C)F N-(4-((5-(benzyloxy)-3-fluoro-2-(4-fluoro-2-methylphenyl)-1H-indol-1-yl)methyl)phenethyl)cyclopropanamine